N-(4-(3-((3-(4-(benzyloxy)-3-fluorophenyl)propyl)(ethyl)amino)propyl)phenyl)acetamide cyanate [O-]C#N.C(C1=CC=CC=C1)OC1=C(C=C(C=C1)CCCN(CCCC1=CC=C(C=C1)NC(C)=O)CC)F